COC1=CC=CC=2C(=COC21)B(O)O 7-METHOXYBENZOFURAN-3-YLBORONIC ACID